europium antimony niobium [Nb].[Sb].[Eu]